N-Hydroxypyridone ON1C(C=CC=C1)=O